3,5-dinitrobenzenepentanone [N+](=O)([O-])C=1C=C(C=C(C1)[N+](=O)[O-])CCCC(C)=O